N1N=C(N=C1)CN1C(N=C(C2=CC=C(C=C12)C(F)(F)F)N(C)C)=O 1-((1H-1,2,4-Triazol-3-yl)methyl)-4-(dimethylamino)-7-(trifluoromethyl)quinazolin-2(1H)-one